4-[1-(Benzenesulfonyl)-2-methyl-pyrrolo[2,3-b]pyridin-4-yl]thiazol-2-amine C1(=CC=CC=C1)S(=O)(=O)N1C(=CC=2C1=NC=CC2C=2N=C(SC2)N)C